C1(CCC1)N1N=C(C(=C1NC(OC1CC(C1)F)=O)C)C1(CC(C1)(F)F)C (1s,3s)-3-fluorocyclobutyl (1-cyclobutyl-3-(3,3-difluoro-1-methylcyclobutyl)-4-methyl-1H-pyrazol-5-yl)carbamate